C(C)(C)(C)C1=CC=C(C=C1)C1(CC2C(CN(C2)C(=O)NC2=CC(=C(C=C2)Cl)C(F)(F)F)C1)O 5-(4-tert-butylphenyl)-N-[4-chloro-3-(trifluoromethyl)phenyl]-5-hydroxy-octahydrocyclopenta[c]pyrrole-2-carboxamide